Tert-butyl (R)-(4-(3-(4-benzylpiperazin-1-yl)-3-oxo-2-propionamidopropyl)benzyl)carbamate C(C1=CC=CC=C1)N1CCN(CC1)C([C@@H](CC1=CC=C(CNC(OC(C)(C)C)=O)C=C1)NC(CC)=O)=O